ClC1=CC(=C(C=C1Cl)C(C1C2CN(C(C1)C2)C(=O)OC(C)(C)C)=NS(=O)C(C)(C)C)OCC=C tert-butyl 5-[[4,5-dichloro-2-(prop-2-en-1-yloxy)phenyl][(2-methylpropane-2-sulfinyl)imino]methyl]-2-azabicyclo[2.2.1]heptane-2-carboxylate